ClC1=C(C=2N=C(N=C(C2C=N1)N1[C@@H]2[C@H]([C@@H]2CCCC1)F)F)F 7-Chloro-2,8-difluoro-4-((1S,7R,8S)-8-fluoro-2-azabicyclo[5.1.0]octan-2-yl)pyrido[4,3-d]pyrimidine